N-(4-(3-amino-7-(5-(4-methylpiperazin-1-yl)pyridin-2-yl)-1H-pyrazolo[4,3-c]pyridin-4-yl)benzyl)-5-fluoro-2-methoxybenzamide NC1=NNC2=C1C(=NC=C2C2=NC=C(C=C2)N2CCN(CC2)C)C2=CC=C(CNC(C1=C(C=CC(=C1)F)OC)=O)C=C2